(2S)-2-(9H-fluoren-9-ylmethoxycarbonylamino)-2-methyl-butanoic acid C1=CC=CC=2C3=CC=CC=C3C(C12)COC(=O)N[C@](C(=O)O)(CC)C